(8-((tetrahydro-2H-pyran-4-yl)methyl)-2,8-diazaspiro[4.5]decan-2-yl)(3,3,5-trimethyl-2,3-dihydro-1H-pyrrolo[3,2-b]pyridin-1-yl)methanone O1CCC(CC1)CN1CCC2(CCN(C2)C(=O)N2CC(C3=NC(=CC=C32)C)(C)C)CC1